[O-][N+]1=C(C=CC=C1)[S-] 1-oxidopyridin-1-ium-2-thiolate